NC1=NC=2C=CC=CC2C2=C1N=C(N2CCOCCN(C(=O)C2CCCCC2)C)CCOC N-(2-[2-[4-amino-2-(2-methoxyethyl)-1H-imidazo[4,5-c]quinolin-1-yl]ethoxy]ethyl)-N-methylcyclohexanecarboxamide